OC1=CC=C(C=C1)C1=CC2(CC(CC2(C1)C)O)C (±)-exo-7-(4-Hydroxyphenyl)-1,5-dimethylbicyclo[3.3.0]oct-6-en-3-ol